N(=[N+]=[N-])C1(C(OC1)C)N=[N+]=[N-] 3,3-bisazido-methyl-oxetane